1-methyl-N-phenyl-4H,6H-benzo[e][1,2,4]triazolo[3,4-c][1,4]oxazepin-7-amine CC1=NN=C2COCC3=C(N21)C=CC=C3NC3=CC=CC=C3